((7R)-7-Amino-2-azabicyclo[2.2.1]heptan-2-yl)(2-(1-(cyclopropylmethyl)-6-(3-fluoro-4-hydroxyphenyl)-1H-pyrrolo[2,3-b]pyridin-2-yl)-3-methylpyrazolo[1,5-a]pyrimidin-6-yl)methanone N[C@H]1C2N(CC1CC2)C(=O)C=2C=NC=1N(C2)N=C(C1C)C1=CC=2C(=NC(=CC2)C2=CC(=C(C=C2)O)F)N1CC1CC1